BrC1=CC(=C(C=C1)C1=CC(=C(C(=C1)C)N)C)F 4'-bromo-2'-fluoro-3,5-dimethyl-[1,1'-biphenyl]-4-amine